C(C)(C)(C)OC(=O)N1C(CCC2=CC=CN=C12)CCCN1C[C@@H]2C([C@@H]2C1)NC(=O)OCC1=CC=CC=C1 (3-((1R,5S,6S)-6-(((benzyloxy)carbonyl)amino)-3-azabicyclo[3.1.0]hex-3-yl)propyl)-3,4-dihydro-1,8-naphthyridine-1(2H)-carboxylic acid tert-butyl ester